FC=1C=C(C=CC1F)C=1N=CN(C1)COCC[Si](C)(C)C 4-(3,4-difluorophenyl)-1-{[2-(trimethylsilyl)ethoxy]methyl}-1H-imidazole